6-amino-1-(4-(((R)-1-cyanoethyl)amino)-5-(4-((1r,4R)-4-(2-hydroxyethyl)cyclohexyl)-1H-1,2,3-triazol-1-yl)pyridin-2-yl)-1H-pyrazolo[3,4-b]pyridine NC1=CC=C2C(=N1)N(N=C2)C2=NC=C(C(=C2)N[C@H](C)C#N)N2N=NC(=C2)C2CCC(CC2)CCO